CN1CCC(CC1)NC1=CC=CC=2N1N=CC2C(=O)N2CCCCC2 (7-((1-methylpiperidin-4-yl)amino)pyrazolo[1,5-a]pyridin-3-yl)(piperidin-1-yl)methanone